C1(=CC=CC2=CC3=CC=CC=C3C=C12)NC([C@@H](NC([C@@H](N)C)=O)CCC(N)=O)=O L-alanyl-L-glutamine, anthranylamide